[In].BrC1=CC(=C(C(=O)N)C=C1)C(F)(F)F 4-bromo-2-(trifluoromethyl)benzamide indium